1-(4-(2-(2,6-dimethylpyridin-4-yl)-3-isopropyl-1H-indol-5-yl)piperidin-1-yl)-2-(((1-methylcyclopropyl)methyl)amino)ethan-1-one CC1=NC(=CC(=C1)C=1NC2=CC=C(C=C2C1C(C)C)C1CCN(CC1)C(CNCC1(CC1)C)=O)C